6-(3-(3,3-difluoropiperidine-1-carbonyl)pyrazolo[1,5-a]pyridin-7-yl)isoindolin-1-one FC1(CN(CCC1)C(=O)C=1C=NN2C1C=CC=C2C2=CC=C1CNC(C1=C2)=O)F